FC[C@H](CN(CC[C@@H](C(=O)O)NC(C1=C(C=NC=C1)C(F)(F)F)=O)CCCCC1=NC=2NCCCC2C=C1)OC (S)-4-(((S)-3-fluoro-2-methoxypropyl)(4-(5,6,7,8-tetrahydro-1,8-naphthyridin-2-yl)butyl)amino)-2-(3-(trifluoromethyl)isonicotinamido)butanoic acid